CN(C1=C(C=NC2=C(C=CC=C12)C1=C(C(=CC(=C1)F)F)F)NC(=O)C1CCOC2=CC=CC=C12)C N-(4-(Dimethylamino)-8-(2,3,5-trifluorophenyl)quinolin-3-yl)chroman-4-carboxamide